2-(naphthalen-1-yl)-aniline C1(=CC=CC2=CC=CC=C12)C1=C(N)C=CC=C1